C(C)(C)C=1C(=NNC1C=1C=C(C=2N(C1)N=CN2)C)C2=CC=C(C=N2)CNC 1-(6-(4-isopropyl-5-(8-methyl-[1,2,4]triazolo[1,5-a]pyridin-6-yl)-1H-pyrazol-3-yl)pyridin-3-yl)-N-methyl-methylamine